ClC=1C=C(NC2=NN(C3=C2C=NC(=C3)C(=O)N3CCOCCC3)CC(F)(F)F)C=CC1F [3-(3-chloro-4-fluoroanilino)-1-(2,2,2-trifluoroethyl)pyrazolo[4,3-c]pyridin-6-yl]-(1,4-oxazepan-4-yl)methanone